3-(4-((S)-2-amino-2-cyclohexylacetamido)-2,5-difluorophenyl)-4-chloro-2-methylpyridine 1-oxide N[C@H](C(=O)NC1=CC(=C(C=C1F)C=1C(=[N+](C=CC1Cl)[O-])C)F)C1CCCCC1